S1CC=CC2=CC=C(C=C12)O (E)-2H-thiochromen-7-ol